1-phenyl-3-methylpyrazole-5-one C1(=CC=CC=C1)N1NC(=CC1=O)C